C(C)OP(OCC)(=O)OP(=O)([O-])OP(=O)([O-])[O-] diethyltriphosphate